(S)-7'-(8-methylnaphthalen-1-yl)-2'-((1-methylpyrrolidin-2-yl)methoxy)-7',8'-dihydro-6'H-spiro[cyclopropan-1,5'-pyrido[3,4-d]pyrimidine] CC=1C=CC=C2C=CC=C(C12)N1CC=2N=C(N=CC2C2(C1)CC2)OC[C@H]2N(CCC2)C